ClC1=NC=C(C(=N1)C1=CN(C2=CC=CC=C12)S(=O)(=O)C1=CC=CC=C1)Cl 3-(2,5-dichloropyrimidin-4-yl)-1-benzenesulfonyl-1H-indole